N-(6-(4-(1,1-dioxidothiomorpholin-3-yl)-1H-imidazol-1-yl)-5-fluoropyridin-3-yl)-2-(2-fluoro-3-(trifluoromethyl)phenyl)acetamide O=S1(CC(NCC1)C=1N=CN(C1)C1=C(C=C(C=N1)NC(CC1=C(C(=CC=C1)C(F)(F)F)F)=O)F)=O